2-[3-[3-(difluoromethoxy)-5-methoxy-4-(4-methylpiperazine-1-carbonyl)phenyl]imidazo[1,2-a]pyridin-7-yl]-2-methyl-propanenitrile FC(OC=1C=C(C=C(C1C(=O)N1CCN(CC1)C)OC)C1=CN=C2N1C=CC(=C2)C(C#N)(C)C)F